CC=1N=C2C(=NC(=NC2=NC1C)N1CC(OCC1)C1=CC(NC=C1)=O)C12CC(C1)(C2)C(F)(F)F 4-(4-(6,7-dimethyl-4-(3-(trifluoromethyl)bicyclo[1.1.1]pentan-1-yl)pteridin-2-yl)morpholin-2-yl)pyridin-2(1H)-one